(3aR,5r,6aS)-5-[6-(1,3-dimethylpyrazol-4-yl)pyridazin-3-yl]oxy-2-(tetrahydropyran-3-ylmethyl)-3,3a,4,5,6,6a-hexahydro-1H-cyclopenta[c]pyrrole CN1N=C(C(=C1)C1=CC=C(N=N1)OC1C[C@@H]2[C@@H](CN(C2)CC2COCCC2)C1)C